3-(1-acetylazetidin-3-yl)-1-({[(benzyloxy)carbonyl]amino}sulfonyl)-1H-pyrrole-2-carboxylic acid benzyl ester C(C1=CC=CC=C1)OC(=O)C=1N(C=CC1C1CN(C1)C(C)=O)S(=O)(=O)NC(=O)OCC1=CC=CC=C1